FC1=C(C#N)C=C(C(=C1)F)OC(CO)(C)C 2,4-difluoro-5-((1-hydroxy-2-methylpropan-2-yl)oxy)benzonitrile